(P)-6-(4-(4-(aminomethyl)-8-methyl-1-oxo-1,2-dihydrophthalazin-6-yl)-1-methyl-1H-pyrazol-5-yl)-3-chloro-7-fluoro-8-methylquinoline-5-carbonitrile NCC1=NNC(C2=C(C=C(C=C12)C=1C=NN(C1C1=C(C=2C=C(C=NC2C(=C1F)C)Cl)C#N)C)C)=O